(R)-2-(2-(tert-butoxycarbonyl)-4-(6-(tert-butoxycarbonyl)-5,6,7,8-tetrahydropyrido[4,3-d]pyrimidin-2-yl)piperazin-1-yl)pyrimidine-5-carboxylic acid C(C)(C)(C)OC(=O)[C@@H]1N(CCN(C1)C=1N=CC2=C(N1)CCN(C2)C(=O)OC(C)(C)C)C2=NC=C(C=N2)C(=O)O